6-((1R,5S,6R)-6-((3,5-Difluorophenoxy)methyl)-3-azabicyclo[3.1.0]hexan-3-yl)-1-methyl-2-(6-(trifluoromethyl)pyridin-2-yl)-1H-imidazo[4,5-b]pyrazine FC=1C=C(OCC2[C@H]3CN(C[C@@H]23)C2=CN=C3C(=N2)N(C(=N3)C3=NC(=CC=C3)C(F)(F)F)C)C=C(C1)F